4-(3-(5,6-Dimethoxypyridin-3-yl)phenyl)-1,2-oxaborolan-2-ol COC=1C=C(C=NC1OC)C=1C=C(C=CC1)C1CB(OC1)O